2-(difluoromethyl)-N-[(3S)-3-ethyl-1,1-dimethyl-indan-4-yl]pyridine-3-carboxamide FC(C1=NC=CC=C1C(=O)NC1=C2[C@H](CC(C2=CC=C1)(C)C)CC)F